(2-(Diethoxymethyl)-1H-indol-6-yl)methylamine C(C)OC(C=1NC2=CC(=CC=C2C1)CN)OCC